CC1=C(C(=O)NC(=O)NC2=CC=C(C=C2)Cl)C(=CC=C1)C N-(2,6-dimethylbenzoyl)-N'-(4-chlorophenyl)urea